OCCOC1=CC=C(C=C1)OCCO 1,4-bis-(hydroxyethoxy)-benzene